hexacyanocobalt(III) C(#N)[Co-3](C#N)(C#N)(C#N)(C#N)C#N